(R)-2-(4-Methyl-6-((1-methylpiperidin-3-yl)amino)pyridazin-3-yl)-5-(trifluoromethyl)pyridine CC1=C(N=NC(=C1)N[C@H]1CN(CCC1)C)C1=NC=C(C=C1)C(F)(F)F